C(#N)CNS(=O)(=O)C1=CC=C(C=C1)C=1N=NN(N1)CC1=NC=CN=C1 N-(cyanomethyl)-4-(2-(pyrazin-2-ylmethyl)-2H-tetrazol-5-yl)benzenesulfonamide